NC1=NC(=CC(=N1)N1[C@@H](COCCC1)C1=C(C=C(C(=O)OC)C=C1)Cl)C |r| (+/-)-methyl 4-(4-(2-amino-6-methylpyrimidin-4-yl)-1,4-oxazepan-3-yl)-3-chlorobenzoate